methyl 6-bromo-5-chloropyridine-2-carboxylate BrC1=C(C=CC(=N1)C(=O)OC)Cl